2-[2-(2,6-Dioxopiperidin-3-yl)-4-fluoro-1-oxo-3H-isoindol-5-yl]-1,1-dimethyl-2,7-diazaspiro[3.5]nonane-7-carboxylic acid tert-butyl ester C(C)(C)(C)OC(=O)N1CCC2(CN(C2(C)C)C=2C(=C3CN(C(C3=CC2)=O)C2C(NC(CC2)=O)=O)F)CC1